3-(5'-bromo-2'-oxospiro[cyclopropane-1,3'-indolin]-1'-yl)-1-(4-methoxybenzyl)piperidine-2,6-dione BrC=1C=C2C3(C(N(C2=CC1)C1C(N(C(CC1)=O)CC1=CC=C(C=C1)OC)=O)=O)CC3